The molecule is a steroid acid that is 23,24-bisnor-chol-4-en-22-oic acid bearing an additional oxo substituent at position 3. It is a steroid acid and a 3-oxo-Delta(4) steroid. It is a conjugate acid of a 3-oxo-23,24-bisnorchol-4-en-22-oate. It derives from a hydride of a pregnane. C[C@@H]([C@H]1CC[C@@H]2[C@@]1(CC[C@H]3[C@H]2CCC4=CC(=O)CC[C@]34C)C)C(=O)O